5-(2-(4-((4-cyclobutoxy-3-(hydroxy-methyl)benzyl)amino)butoxy)ethoxy)benzo[c][2,6]naphthyridine C1(CCC1)OC1=C(C=C(CNCCCCOCCOC2=NC3=C(C4=CN=CC=C24)C=CC=C3)C=C1)CO